N(N)C1=C(C(=O)O)C=C(C(=C1)C(=O)O)NN 2,5-dihydrazinyl-terephthalic acid